OC1C(N=C(NC1)C)C(=O)O 5-hydroxy-2-methyl-1,4,5,6-tetrahydropyrimidine-4-carboxylic acid